FC(C(=O)O)(F)F.ClC=1C=CC(=C(C1)C1=CC(=C(N=N1)N(C)CC(C(=O)OCC)(C)C)C(=O)O)F 6-(5-chloro-2-fluorophenyl)-3-[(3-ethoxy-2,2-dimethyl-3-oxopropyl)(methyl)amino]pyridazine-4-carboxylic acid trifluoroacetate salt